6-(2,2-difluoropropyl)quinoline-4-carboxylic acid FC(CC=1C=C2C(=CC=NC2=CC1)C(=O)O)(C)F